3-(4-bromo-2-methylphenyl)-1,3-oxazolidin-2-one BrC1=CC(=C(C=C1)N1C(OCC1)=O)C